4-bromo-1-(2,5-difluorophenyl)butane BrCCCCC1=C(C=CC(=C1)F)F